1,2-bis(4-aminophenoxy)propane NC1=CC=C(OCC(C)OC2=CC=C(C=C2)N)C=C1